thiodisuccinate S(C(C(=O)[O-])CC(=O)[O-])C(C(=O)[O-])CC(=O)[O-]